thallium chloride [Cl-].[Tl+]